5-(3-(1-Aminoethyl)-5-((R)-2-methylpyrrolidin-1-yl)phenyl)-3-((1-isopropyl-1H-pyrazol-4-yl)oxy)pyrazin-2-amine NC(C)C=1C=C(C=C(C1)N1[C@@H](CCC1)C)C=1N=C(C(=NC1)N)OC=1C=NN(C1)C(C)C